methyl 5-(sulfamoylmethyl)furan-2-carboxylate S(N)(=O)(=O)CC1=CC=C(O1)C(=O)OC